ClC1=CC(=NC=C1)C#C\C=C/1\C(N(CC1)C(=O)OC)(C)C Methyl (3E)-3-[3-(4-chloropyridin-2-yl)prop-2-yn-1-ylidene]-2,2-dimethylpyrrolidine-1-carboxylate